O1CCCCC2=C1C=CC=C2 Benzoxepane